tert-butyl (E)-4-(2-(3-carbamoyl-2-(4-phenoxyphenyl)-9,10-dihydro-4H-benzo[d]pyrazolo[1,5-a][1,3]diazepin-7-yl)vinyl)piperidine-1-carboxylate C(N)(=O)C=1C(=NN2C1NC1=C(CC2)C=C(C=C1)/C=C/C1CCN(CC1)C(=O)OC(C)(C)C)C1=CC=C(C=C1)OC1=CC=CC=C1